4-chloro-6,7-bis-(2-methoxyethoxy)quinazoline tert-Butyl-((1R,3R)-3-cyano-3-methylcyclohexyl)carbamate C(C)(C)(C)N(C(O)=O)[C@H]1C[C@](CCC1)(C)C#N.ClC1=NC=NC2=CC(=C(C=C12)OCCOC)OCCOC